C(#C)C=1C(=CC=C2C=C(C=C(C12)C1=C(C=2N(C(N=C(C2C(=N1)OC1=CC=CC=C1)N1C2COCC1CNC2)=O)C)F)O)F 7-(8-ethynyl-7-fluoro-3-hydroxy-1-naphthyl)-8-fluoro-1-methyl-4-(3-oxa-7,9-diazabicyclo[3.3.1]nonan-9-yl)-5-phenoxy-pyrido[4,3-d]pyrimidin-2-one